(bicyclo[2.2.1]Hept-2-yl)-5-(3-chloro-4-methoxyphenyl)-1H-pyrrolo[2,3-b]Pyridin-4-amine C12C(CC(CC1)C2)N2C=CC1=C2N=CC(=C1N)C1=CC(=C(C=C1)OC)Cl